ethyl 3-cyclopropyl-5-(isoindolin-2-yl)-7-(1H-pyrazol-4-yl)pyrazolo[1,5-a]pyrimidine-2-carboxylate C1(CC1)C=1C(=NN2C1N=C(C=C2C=2C=NNC2)N2CC1=CC=CC=C1C2)C(=O)OCC